N,N'-bis-Boc-D-ornithine C(=O)(OC(C)(C)C)N[C@H](CCCNC(=O)OC(C)(C)C)C(=O)O